C(C)(C)(C)OC(=O)N1C[C@H](CCC1)NC1=C(C=NC(=C1)Cl)C(=O)OCC Ethyl 4-[[(3S)-1-tert-butoxycarbonyl-3-piperidyl]amino]-6-chloro-pyridine-3-carboxylate